CN1N=C(C2=CC=CC(=C12)C(C(=O)O)N1CC(C1)OCCCCCC1=NC=2NCCCC2C=C1)C 2-(1,3-dimethyl-1H-indazol-7-yl)-2-(3-(5-(5,6,7,8-tetrahydro-1,8-naphthyridin-2-yl)pentyloxy)azetidin-1-yl)acetic acid